C[Si](CCC(CN)(F)F)(C1=CC=CC=C1)C 4-(dimethyl-(phenyl)silyl)-2,2-difluorobutylamine